ClC1=NC=C2C=C(N=C(C2=C1)NCC)C#N 7-chloro-1-(ethylamino)-2,6-naphthyridine-3-carbonitrile